5-(2-(dimethylamino)pyrimidin-4-yl)-4-methylthiazol-2-amine CN(C1=NC=CC(=N1)C1=C(N=C(S1)N)C)C